7-chloro-2,6-dimethyl-2,4,5,6-tetrahydro-1H-pyrido[3,4-b][1,2,4]triazolo[4,3-d][1,4]diazepin-1-one ClC1=NC=CC2=C1N(CCC=1N2C(N(N1)C)=O)C